2-(1,3-Dioxolan-2-yl)-6-[3-[3-methyl-1-(4-methyl-1,2,4-triazol-3-yl)cyclobutyl]phenyl]-4-(trifluoromethyl)-1H-pyrrolo[2,3-c]pyridin-7-one O1C(OCC1)C1=CC2=C(C(N(C=C2C(F)(F)F)C2=CC(=CC=C2)C2(CC(C2)C)C2=NN=CN2C)=O)N1